FC=1C=C(C=CC1)NC(OC(C)(C)C)=O tert-butyl (3-fluorophenyl)carbamate